SC(CC(=O)OCCCCCC(C)C)(S)S isooctyl trimercapto-propionate